N-(4,5-dimethoxy-2-((4-(2-(propylamino)ethyl)phenyl)carbamoyl)phenyl)-4-oxo-4H-chromen-2-carboxamide trifluoroacetate salt FC(C(=O)O)(F)F.COC1=CC(=C(C=C1OC)NC(=O)C=1OC2=CC=CC=C2C(C1)=O)C(NC1=CC=C(C=C1)CCNCCC)=O